C1(CCCCC1)C=1SC(=CN1)CN1CCC(CC1)C=1C=C2CN(C(C2=CC1)=O)C1C(NC(CC1)=O)=O 3-(5-(1-((2-cyclohexylthiazol-5-yl)methyl)piperidin-4-yl)-1-oxoisoindolin-2-yl)piperidine-2,6-dione